(4-(4-(2'H-spiro[cyclohexane-1,3'-furo[3,2-b]pyridin]-5'-yl)-1H-1,2,3-triazol-1-yl)-3-(6-azaspiro[2.5]oct-6-yl)phenyl)-2-hydroxyethane-1-sulfonamide O1CC2(C3=NC(=CC=C31)C=3N=NN(C3)C3=C(C=C(C=C3)C(CO)S(=O)(=O)N)N3CCC1(CC1)CC3)CCCCC2